cis-nonenoic acid C(\C=C/CCCCCC)(=O)O